FS(C=1C=C(C=CC1)C1CCN(CC1)C(=O)C1CC2(C1)NC(OC2)=O)(F)(F)(F)F (2s,4s)-2-(4-(3-(pentafluoro-lambda6-sulfanyl)phenyl)piperidine-1-carbonyl)-7-oxa-5-azaspiro[3.4]octan-6-one